CC1=NC=CC(=C1)NC1=CC2=C(NC(=N2)C2=CC=C(C=C2)NC2=CC=NC3=CC=C(C=C23)N2CCCCC2)C=C1 N-(4-(5-((2-methylpyridin-4-yl)amino)-1H-benzo[d]imidazol-2-yl)phenyl)-6-(piperidin-1-yl)quinolin-4-amine